trihydroxymethyl-N-bocaminomethane ethyl-3-((isoquinoline-1-carboxamido)methyl)-5-(2-methylbenzyl)-4,5-dihydroisoxazole-5-carboxylate C(C)OC(=O)C1(CC(=NO1)CNC(=O)C1=NC=CC2=CC=CC=C12)CC1=C(C=CC=C1)C.OC(O)(O)CNC(=O)OC(C)(C)C